((dimethyl-(piperidin-1-yl)silyl)methyl)lithium C[Si](N1CCCCC1)(C)C[Li]